C1=CC=CC=2C3=CC=CC=C3C(C12)COC(=O)N[C@H](C(=O)O)CC1=C(C=CC(=C1)Cl)C1=CC(=NN1C)C (S)-2-((((9H-fluoren-9-yl)methoxy)carbonyl)amino)-3-(5-chloro-2-(1,3-dimethyl-1H-pyrazol-5-yl)phenyl)propanoic acid